BrC1=C(C(=C2C(CCC2=C1)=O)NC(OC(C)(C)C)=O)F tert-butyl (6-bromo-5-fluoro-3-oxo-2,3-dihydro-1H-inden-4-yl)carbamate